O=C1NC(CCC1N1C(C2=CC=CC(=C2C1=O)SCCCCCCCC(=O)O)=O)=O 8-((2-(2,6-dioxopiperidin-3-yl)-1,3-dioxoisoindolin-4-yl)thio)octanoic acid